C(C)(C)(C)OC(=O)N1CC2C(C2C1)COS(=O)(=O)C 6-(((methylsulfonyl)oxy)methyl)-3-azabicyclo[3.1.0]hexane-3-carboxylic acid tert-butyl ester